FC1=C(C=C(C(=C1F)F)F)OB(O)O.N[C@@H]1CN(CC1)C1=C(C=CC=2N(C(=NC21)C)CCOC)NC(C2=C(C(=NC=C2)C2=C(C=CC=C2OC)F)F)=O N-(4-((S)-3-aminopyrrolidin-1-yl)-1-(2-methoxyethyl)-2-methyl-1H-benzo[d]imidazol-5-yl)-3-fluoro-2-(2-fluoro-6-methoxyphenyl)isonicotinamide (2,3,4,5-tetrafluorophenyl)borate